[Ru](Cl)(Cl)Cl.C(C)(C)C1=CC=C(C=C1)C (p-isopropyl-methyl-benzene) ruthenium chloride